C(C)(C)N1N=C(N=C1C1[C@H]2CC(C[C@@H]12)N1[C@@H](COCC1)C)C=1C=NC(=NC1)C(F)(F)F (R)-4-((1R,3R,5S,6R)-6-(1-isopropyl-3-(2-(trifluoromethyl)pyrimidin-5-yl)-1H-1,2,4-triazol-5-yl)bicyclo[3.1.0]hexane-3-yl)-3-methylmorpholine